6-[(7S)-4-azaspiro[2.5]octan-7-yl]-2-(2,8-dimethylimidazo[1,2-b]pyridazin-6-yl)-1,6-naphthyridin-5-one C1CC12NCC[C@@H](C2)N2C(C=1C=CC(=NC1C=C2)C=2C=C(C=1N(N2)C=C(N1)C)C)=O